tert-butyl 2-bromo-5-(isobutoxymethyl)phenyl carbonate C(OC(C)(C)C)(OC1=C(C=CC(=C1)COCC(C)C)Br)=O